NN(C1=C(C=CC=C1F)F)CCC#N 3-(N-amino-2,6-difluoro-anilino)propionitrile